4-(4,6-diphenylpyrimidin-2-yl)-2,6-bis(5H-pyrido[4,3-b]indol-5-yl)benzonitrile C1(=CC=CC=C1)C1=NC(=NC(=C1)C1=CC=CC=C1)C1=CC(=C(C#N)C(=C1)N1C2=C(C=3C=CC=CC13)C=NC=C2)N2C1=C(C=3C=CC=CC23)C=NC=C1